Europium oxide [O-2].[Eu+3].[O-2].[O-2].[Eu+3]